C(C)(CC)OC1=CC=C(C=C1)C1=CC=C(C2=NSN=C21)B2OC(C(O2)(C)C)(C)C 4-(4-(sec-butoxy)phenyl)-7-(4,4,5,5-tetramethyl-1,3,2-dioxaborolan-2-yl)benzo[c][1,2,5]thiadiazole